4-chloro-5-iodo-7-(1,4-dioxaspiro[4.5]decan-8-yl)-7H-pyrrolo[2,3-d]pyrimidine ClC=1C2=C(N=CN1)N(C=C2I)C2CCC1(OCCO1)CC2